C(=O)C1=CC=C(C=C1)C=CC(=O)O 3-(4-formylphenyl)acrylic acid